OCCN1C(C(=CC(=C1)C(F)(F)F)NC=1N(C=2C(=NC=C(C2OC)OC2=CC(=NC=C2)NC(C)=O)N1)C)=O N-(4-((2-((1-(2-hydroxyethyl)-2-oxo-5-(trifluoromethyl)-1,2-dihydropyridin-3-yl)amino)-7-methoxy-1-methyl-1H-imidazo[4,5-b]pyridin-6-yl)oxy)pyridin-2-yl)acetamide